(3-fluoro-5-isobutoxy-phenyl)boronic acid FC=1C=C(C=C(C1)OCC(C)C)B(O)O